O=C1C=CC=CN1 oxo-1,6-dihydropyridine